6-benzyl-5-hydroxy-3,8-dimethylpyrido[2,3-d]pyrimidine-2,4,7(1H,3H,8H)-trione C(C1=CC=CC=C1)C1=C(C2=C(NC(N(C2=O)C)=O)N(C1=O)C)O